CC1=C(C(=O)P(OC2=CC=CC=C2)OC2=CC=CC=C2)C(=CC(=C1)C)C 2,4,6-trimethylbenzoyldiphenoxyphosphine